tert-Butyl 4-bromobutyrate BrCCCC(=O)OC(C)(C)C